CC(C)(OC(NCCOCCOCCOCCC(=O)N[C@@H](CCCCNC(CCOCCOCCOCCNC(OC(C)(C)C)=O)=O)C(=O)NCCOCCOCCOCCC(=O)N[C@@H](CC(O)=O)C(=O)N1[C@@H](CCC1)C(=O)N[C@@H](C(C)C)C(=O)[O-])=O)C (3-{2-[2-(2-{[N2,N6-bis(2,2-dimethyl-4,17-dioxo-3,8,11,14-tetraoxa-5-azaheptadecan-17-yl)-L-lysyl]amino}ethoxy)ethoxy] ethoxy}propanoyl)-L-alpha-aspartyl-L-prolyl-L-valinate